2'-chloro-N-(5-chloro-6-(2H-1,2,3-triazol-2-yl)pyridin-3-yl)-2,4'-difluoro-5-methyl-[1,1'-biphenyl]-4-carboxamide ClC1=C(C=CC(=C1)F)C1=C(C=C(C(=C1)C)C(=O)NC=1C=NC(=C(C1)Cl)N1N=CC=N1)F